(R)-4-(5-(3-methylpiperidine-1-carbonyl)-1H-pyrrolo[2,3-B]pyridin-1-yl)benzonitrile C[C@H]1CN(CCC1)C(=O)C=1C=C2C(=NC1)N(C=C2)C2=CC=C(C#N)C=C2